S-octyl-S'-[methyl-carboxyethyl-cyanomethyl]-trithiocarbonate C(CCCCCCC)[SH-]C([SH-]C(C#N)(CCC(=O)O)C)=S